C(C1=CC=CC=C1)OC1=NC(=CC=C1C=1OC2=C(N1)C=CC(=C2)C(=O)N2CC1(C2)CC(CC1)(C(F)(F)F)O)OCC1=CC=CC=C1 (2-(2,6-bis(benzyl-oxy)pyridin-3-yl)benzo[d]oxazol-6-yl)(6-hydroxy-6-(trifluoromethyl)-2-azaspiro[3.4]octan-2-yl)methanone